N-(1-(6-(3-(fluoromethyl)tetrahydrofuran-3-yl)pyridin-2-yl)-1H-pyrazolo[4,3-c]pyridin-6-yl)acetamide FCC1(COCC1)C1=CC=CC(=N1)N1N=CC=2C=NC(=CC21)NC(C)=O